7-amino-4-methyl-3-oxo-3,4-dihydrospiro[benzo[b][1,4]oxazine-2,1'-cyclopropane]-6-carboxylic acid methyl ester COC(=O)C1=CC2=C(OC3(CC3)C(N2C)=O)C=C1N